CC(C(=O)OC1CCCCC1)=C Cyclohexyl 2-methylprop-2-enoate